N-methyl-1-[2-(4,4,5,5-tetramethyl-1,3,2-dioxaborolan-2-yl)phenyl]methanamine CNCC1=C(C=CC=C1)B1OC(C(O1)(C)C)(C)C